C(CS)(=O)OCCCCOC(CS)=O 1,4-Butanediol bis(thioglycolate)